5-hydroxy-2-((5-methylisoindolin-2-yl)methyl)-4H-pyran-4-one OC=1C(C=C(OC1)CN1CC2=CC=C(C=C2C1)C)=O